phenyl (5-methoxy-6-phenylpyridin-3-yl)carbamate COC=1C=C(C=NC1C1=CC=CC=C1)NC(OC1=CC=CC=C1)=O